phenyl bromocarbonate C(OC1=CC=CC=C1)(=O)Br